(2-Chloro-4-trifluoromethyl-phenyl)-5,7-dihydroxy-8-(2-hydroxy-methyl-1-methyl-pyrrolidin-3-yl)-chromen-4-one hydrochloride Cl.ClC1=C(C=CC(=C1)C(F)(F)F)C=1OC2=C(C(=CC(=C2C(C1)=O)O)O)C1C(N(CC1)C)(O)C